N-((1s,4s)-4-(2-(methylsulfonyl)-7-oxo-5-((triisopropylsilyl)ethynyl)pyrido[2,3-d]pyrimidin-8(7H)-yl)cyclohexyl)propionamide CS(=O)(=O)C=1N=CC2=C(N1)N(C(C=C2C#C[Si](C(C)C)(C(C)C)C(C)C)=O)C2CCC(CC2)NC(CC)=O